3-chloro-N-(2,4-dimethoxybenzyl)-4-(4-((dimethylamino)methyl)-2,4-dimethylpyrrolidin-1-yl)-2,6-difluoro-N-(6-fluoropyridin-2-yl)benzenesulfonamide ClC=1C(=C(C(=CC1N1C(CC(C1)(C)CN(C)C)C)F)S(=O)(=O)N(C1=NC(=CC=C1)F)CC1=C(C=C(C=C1)OC)OC)F